CC(CCC(=O)OCC)C(=O)OCC Diethyl 4-methylglutarate